3-(2,8-diazaspiro[4.5]dec-2-yl)-N,N-dimethylaniline hydrochloride Cl.C1N(CCC12CCNCC2)C=2C=C(N(C)C)C=CC2